N-(6-methoxyisoquinolin-8-yl)-4-(1-methylpiperidin-4-yl)benzamide COC=1C=C2C=CN=CC2=C(C1)NC(C1=CC=C(C=C1)C1CCN(CC1)C)=O